C1(CC1)N1CCC(CC1)N1C2CC(CC1CC2)C=2C=C(C=1N(C2)N=C(N1)C1=CC=C(C=C1)S(=O)(=O)C)C 6-(8-(1-cyclopropylpiperidin-4-yl)-8-azabicyclo[3.2.1]octan-3-yl)-8-methyl-2-(4-(methylsulfonyl)phenyl)-[1,2,4]triazolo[1,5-a]pyridine